tert-butyl 2-(4-chloro-2-fluoro-6-(4,4,5,5-tetramethyl-1,3,2-dioxaborolan-2-yl)benzyl)morpholine-4-carboxylate ClC1=CC(=C(CC2CN(CCO2)C(=O)OC(C)(C)C)C(=C1)B1OC(C(O1)(C)C)(C)C)F